COC1=CC=C(C=C1)C(=C)C=1OC=CC1 2-(1-(4-methoxyphenyl)vinyl)furan